C[Si](C1=CNC=2N=C(N=CC21)C=C)(C)C 5-trimethylsilyl-vinyl-7H-pyrrolo[2,3-d]pyrimidine